N(=[N+]=[N-])CC1=NN(C=2C(N(CCC21)C2=CC=C1CCN(C(C1=C2)=O)C)=O)C2=CC(=CC=C2)Cl 7-(3-(Azidomethyl)-1-(3-chlorophenyl)-7-oxo-1,4,5,7-tetrahydro-6H-pyrazolo[3,4-c]pyridin-6-yl)-2-methyl-3,4-dihydroisoquinolin-1(2H)-one